NB=O aminoboron oxide